FC(C(=O)O)(F)F.N1CC(C1)CN1CC(C1)N1CCN(CC1)C1=NC=CC(=N1)COC1=CC=C(C=C1)C(C)(C)C=1C=C(C#N)C=C(C1)Cl 3-(2-(4-((2-(4-(1-(azetidin-3-ylmethyl)azetidin-3-yl)piperazin-1-yl)pyrimidin-4-yl)methoxy)phenyl)propan-2-yl)-5-chlorobenzonitrile trifluoroacetate